NC1=CC(=NO1)C1CCN(CC1)C(=O)C1=CC(=C(C=C1)C1=CC=CC=C1)Cl [4-(5-aminoisoxazol-3-yl)-1-piperidyl]-(3-chloro-4-phenyl-phenyl)methanone